6-(2-chloro-3-{[ethyl-(methyl)sulfamoyl]amino}-6-fluorophenoxy)-3,5-dimethyl-3,4-dihydroquinazolin-4-one ClC1=C(OC=2C(=C3C(N(C=NC3=CC2)C)=O)C)C(=CC=C1NS(N(C)CC)(=O)=O)F